4,4'-dihydroxy diphenyl sulfone C1=CC(=CC=C1O)S(=O)(=O)C2=CC=C(C=C2)O